COC(=O)C=1C(=CC2=C(N(C=N2)C)C1)[N+](=O)[O-] 1-methyl-5-nitro-1H-benzo[d]Imidazole-6-carboxylic acid methyl ester